COC(=O)C1=CC2=C(OC1=O)C=C(S2)N(C(=O)NC2=C(C=CC=C2)C)C.C(CCCCCCCCCCC)N(CCN(CCN2CCN(CC2)CCN(C2CCCCCCCCCCC2)C2CCCCCCCCCCC2)C2CCCCCCCCCCC2)CCCCCCCCCCCC N1-[2-(didodecylamino)ethyl]-N1,N4,N4-tricyclododecyl-1,4-piperazinediethylamine methyl-2-(1-methyl-3-(o-tolyl)ureido)-5-oxo-5H-thieno[3,2-b]pyran-6-carboxylate